C1(CC1)CN1C(=CC2=CC=C(C=C12)C=C)C(=O)OC methyl 1-(cyclopropylmethyl)-6-vinyl-1H-indole-2-carboxylate